BrC=1C(=CC=2C3=C(C(=NC2C1Cl)N1CC(C1)(C)N(C)C)N=NN3[C@@H]3C[C@H](N(CC3)C(=O)OC(C)(C)C)CC#N)Cl tert-butyl (2S,4S)-4-(7-bromo-6,8-dichloro-4-(3-(dimethylamino)-3-methylazetidin-1-yl)-1H-[1,2,3]triazolo[4,5-c]quinolin-1-yl)-2-(cyanomethyl)piperidine-1-carboxylate